C1(CCC1)N1CC(C(CC1)NC1=CC=CC2=C1SC(=C2CC(F)(F)F)C#CCNC2=C(C=C(C=C2)P(C)(C)=O)OC)F (4-((3-(7-(((Z)-1-cyclobutyl-3-fluoropiperidin-4-yl)amino)-3-(2,2,2-trifluoroethyl)benzo[b]thiophen-2-yl)prop-2-yn-1-yl)amino)-3-methoxyphenyl)dimethylphosphine oxide